C(C)(C)(C)S(=O)(=O)C=1C(=CC=2N(C1)C=CN2)O 6-(tertbutylsulfonyl)imidazo[1,2-a]pyridin-7-ol